FC=1C(=C(C=CC1)C1=CC(=CC=C1F)C[C@]1(C[C@H](C[C@@H]1C)NS(=O)(=O)C)C1=NC=CC(=N1)CO)O N-[(1S,3R,4S)-3-({3',6-difluoro-2'-hydroxy-[1,1'-biphenyl]-3-yl}methyl)-3-[4-(hydroxymethyl)pyrimidin-2-yl]-4-methylcyclopentyl]methanesulfonamide